4-(4-(4-(aminomethyl)-3-methylphenyl)pyridin-3-yl)piperidine-1-carboxylic acid tert-butyl ester C(C)(C)(C)OC(=O)N1CCC(CC1)C=1C=NC=CC1C1=CC(=C(C=C1)CN)C